(4-bromo-2-carbamoyl-1H-pyrrol-1-yl)carbamic acid propyl ester C(CC)OC(NN1C(=CC(=C1)Br)C(N)=O)=O